1-(5-Aminopyridin-2-yl)-2-methyl-2-(1-(2,2,2-trifluoroethyl)-1H-pyrazol-4-yl)propan-1-one NC=1C=CC(=NC1)C(C(C)(C=1C=NN(C1)CC(F)(F)F)C)=O